ClC=1C=C2C(=C(C(=NC2=CC1C1=CC=CC=2CCCCC12)OC[C@H]1N(CCC1)C)C#N)N1C[C@@H](N(CC1)C(=O)OC(C)(C)C)CC#N tert-butyl (S)-4-(6-chloro-3-cyano-2-(((S)-1-methylpyrrolidin-2-yl)methoxy)-7-(5,6,7,8-tetrahydronaphthalen-1-yl)quinolin-4-yl)-2-(cyanomethyl)piperazine-1-carboxylate